N-(5-(2-cyclopropylethyl)pyridin-2-yl)-2-((S)-4,4-difluoro-3-(6-oxo-1,6-dihydropyridin-3-yl)piperidin-1-yl)propanamide C1(CC1)CCC=1C=CC(=NC1)NC(C(C)N1C[C@@H](C(CC1)(F)F)C1=CNC(C=C1)=O)=O